Boc-tyrosine methyl ester COC([C@@H](NC(=O)OC(C)(C)C)CC1=CC=C(C=C1)O)=O